tetrasulfonyl-phenylporphyrin S(=O)(=O)=C1C(C=2C(C3C(C(C(N3)=CC=3C=CC(=CC4=CC=C(C=C1N2)N4)N3)C3=CC=CC=C3)=S(=O)=O)=S(=O)=O)=S(=O)=O